ClC1=CC=C2C(=CC(=NC2=C1Cl)N1C(CCC1)COCCP(O)(O)=O)N1C=NC=C1 (2-((1-(7,8-Dichloro-4-(1H-Imidazol-1-Yl)Quinolin-2-Yl)Pyrrolidin-2-Yl)Methoxy)Ethyl)Phosphonic Acid